COC1CN(C1)CC1CN(C1)C(=O)OC(C)(C)C tert-butyl 3-((3-methoxyazetidin-1-yl)methyl)azetidincarboxylate